4-(4-methoxybenzyl)-1,1a,7,7a-tetrahydro-3H-cyclopropa[4,5]pyrrolo[1,2-c]pyrimidine-3,5(4H)-dione COC1=CC=C(CN2C(N3C(=CC2=O)CC2C3C2)=O)C=C1